3-((3S,4R)-2-oxo-4-vinylpyrrolidin-3-yl)propanoate O=C1NC[C@@H]([C@@H]1CCC(=O)[O-])C=C